2-(2-(tert-butoxy)ethoxy)-8-((4-((difluoromethyl)thio)-2-fluorophenyl)amino)-7-methyl-3,4-dihydro-2,7-naphthyridine-1,6(2h,7h)-dione C(C)(C)(C)OCCON1C(C2=C(N(C(C=C2CC1)=O)C)NC1=C(C=C(C=C1)SC(F)F)F)=O